1-(4-hydroxyphenyl)-2-((3aR,5s,6aS)-5-(pyrazin-2-yloxy)hexahydrocyclopenta[c]pyrrol-2(1H)-yl)ethanone OC1=CC=C(C=C1)C(CN1C[C@@H]2[C@H](C1)CC(C2)OC2=NC=CN=C2)=O